(4R)-4-cyano-2-phenylpyrrolidine-1-carboxylic acid tert-butyl ester C(C)(C)(C)OC(=O)N1C(C[C@H](C1)C#N)C1=CC=CC=C1